C(C)C1=NC=C(C(=O)N[C@@H](C)C2=CC=C(C=C2)NC(OCC2=CC=C(C=C2)Cl)=O)C=C1 4-chlorobenzyl (S)-(4-(1-(6-ethylnicotinamido)eth-yl)phenyl)carbamate